2-(5-bromo-3-(trifluoromethyl)pyridin-2-yl)isoindoline-1,3-dione BrC=1C=C(C(=NC1)N1C(C2=CC=CC=C2C1=O)=O)C(F)(F)F